tert-butyl (1-(2-(cyclopropanesulfonamido)thiazol-4-yl)-2-((4-(6-ethoxypyrazin-2-yl)-2-fluorophenyl)amino)-2-oxoethyl)carbamate C1(CC1)S(=O)(=O)NC=1SC=C(N1)C(C(=O)NC1=C(C=C(C=C1)C1=NC(=CN=C1)OCC)F)NC(OC(C)(C)C)=O